L-alanyl-glycerol N[C@@H](C)C(=O)C(O)C(O)CO